CN(C)CC1N(C(C2=CC(=CC=C2C12CC2)CN2C(=NC=C2)NC)=O)C(C)C=2C=NC(=C(C2)OC)F ((dimethyl-amino)methyl)-2'-(1-(6-fluoro-5-methoxypyridine-3-yl)ethyl)-7'-((2-(methylamino)-1H-imidazol-1-yl)methyl)-2',3'-dihydro-1'H-spiro-[cyclopropan-1,4'-isoquinoline]-1'-one